C(C)OCC=1N(C2=C(C=NC=3C=CC=C(C23)OCCC(C)(O)C)N1)C 4-[2-(ethoxymethyl)-1-methyl-imidazo[4,5-c]quinolin-9-yl]oxy-2-methyl-2-butanol